C(C)O[Si](OCC)(OCC)CN1CN(CC1)C[Si](OCC)(OCC)OCC 1,3-Bis(Triethoxysilylmethyl)-1,3-diazolidin